(R)-1-(3-fluorophenyl) ethyl(4-(5-(cyclopropanesulfonamido)-6-methylpyridin-2-yl)-1-methyl-1H-1,2,3-triazol-5-yl)carbamate C(C)N(C(OC1=CC(=CC=C1)F)=O)C1=C(N=NN1C)C1=NC(=C(C=C1)NS(=O)(=O)C1CC1)C